COC1=CC=C(C=C1)C=1N=C2N(C=CC(=C2)N2CCCCC2)C1 2-(4-Methoxy-phenyl)-7-piperidin-1-yl-imidazo[1,2-a]pyridine